C1(=CC=CC=C1)N1N=C(C=C1C1=CC=CC=C1)OCC(=O)O [(1,5-Diphenyl-1H-pyrazole-3-yl)oxy]acetic acid